2-(pyrrolidine-3-yl)propanoic acid N1CC(CC1)C(C(=O)O)C